tert-butyl 5-(1H-imidazol-4-yl)-3,6-dihydropyridine-1(2H)-carboxylate N1C=NC(=C1)C1=CCCN(C1)C(=O)OC(C)(C)C